(E)-4-Chloro-N-(2-methoxy-5-(4-(4-(4-oxopent-2-enoyl)piperazin-1-yl)quinazoline-6-yl)pyridin-3-yl)-1-methyl-1H-pyrrole-2-sulfonamide ClC=1C=C(N(C1)C)S(=O)(=O)NC=1C(=NC=C(C1)C=1C=C2C(=NC=NC2=CC1)N1CCN(CC1)C(\C=C\C(C)=O)=O)OC